Cl.CC1=C(C=CC=C1C)[C@H](C)C=1N=CNC1 4-[(1S)-1-(2,3-dimethylphenyl)ethyl]-1H-imidazole hydrochloride